N-(1-(4-chlorobenzyl)-3-methyl-1H-indol-6-yl)methanesulfonamide ethyl-7-amino-3-bromo-6-(3-methoxy-2,6-dimethylphenyl)-5-oxo-5,6-dihydro-1,6-naphthyridine-8-carboxylate C(C)OC(=O)C1=C(N(C(C=2C=C(C=NC12)Br)=O)C1=C(C(=CC=C1C)OC)C)N.ClC1=CC=C(CN2C=C(C3=CC=C(C=C23)NS(=O)(=O)C)C)C=C1